(S)-6-(azetidin-1-yl)-N-(2-(2-methyl-4-(5-(4,4,5,5-tetramethyl-1,3,2-dioxaborolan-2-yl)pyridin-2-yl)piperazin-1-yl)pyrimidin-5-yl)nicotinamide N1(CCC1)C1=NC=C(C(=O)NC=2C=NC(=NC2)N2[C@H](CN(CC2)C2=NC=C(C=C2)B2OC(C(O2)(C)C)(C)C)C)C=C1